COC1=NC=CC(=C1)CCC(=O)NC1CCN(CC1)C=1C2=C(N=CN1)C(=CS2)SC 3-(2-Methoxypyridin-4-yl)-N-(1-(7-methylthiothieno[3,2-d]pyrimidin-4-yl)piperidin-4-yl)propionamide